C(C#C)O[C@H]1[C@H](OC(C)=O)[C@@H](OC(C)=O)[C@H](OC(C)=O)[C@H](O1)COC(C)=O 1-O-propargyl-2,3,4,6-tetra-O-acetyl-β-D-glucose